(R)-5-(2-(5-fluoropyridin-3-yl)pyrrolidin-1-yl)pyrazolo[1,5-a]pyrimidine-3-carboxamide FC=1C=C(C=NC1)[C@@H]1N(CCC1)C1=NC=2N(C=C1)N=CC2C(=O)N